6-chloro-7-(3,5-dimethylisoxazol-4-yl)-3,4-dihydro-2H-benzo[b][1,4]Oxazine-2-carboxylic acid ethyl ester C(C)OC(=O)C1CNC2=C(O1)C=C(C(=C2)Cl)C=2C(=NOC2C)C